C(C(=C)C)(=O)OC(C)C i-Propyl methacrylate